[3-(4-aminocinnolin-7-yl)-4-[(4,4-dimethyloxolan-2-yl)methoxy]phenyl]boronic acid NC1=CN=NC2=CC(=CC=C12)C=1C=C(C=CC1OCC1OCC(C1)(C)C)B(O)O